Cl.OCC1(CCN(CC1)C1=CC(NC2=CC=CC=C12)=O)CNS(=O)(=O)N N-((4-(hydroxymethyl)-1-(2-oxo-1,2-dihydroquinolin-4-yl)piperidin-4-yl)methyl)sulfamide hydrochloride